COC1=CC2=C(N(C=N2)C2=CC(=C(S2)C(=O)N)OCC2=C(C=CC=C2)C(F)(F)F)C=C1OC 5-(5,6-dimethoxy-1H-benzoimidazol-1-yl)-3-[[2-(trifluoromethyl)phenyl]methoxy]-2-thiophenecarboxamide